N-(p-chlorophenyl)ethanolamine ClC1=CC=C(C=C1)NCCO